tert-butyl N-methyl-N-{[(4R)-8-[6-(trifluoromethyl)pyridin-3-yl]-3,4-dihydro-2H-1-benzopyran-4-yl]methyl}carbamate CN(C(OC(C)(C)C)=O)C[C@@H]1CCOC2=C1C=CC=C2C=2C=NC(=CC2)C(F)(F)F